4-bromo-7-chlorobenzo[d][1,3]dioxole-5-carboxylic acid BrC1=C(C=C(C=2OCOC21)Cl)C(=O)O